(3S)-5-chloro-7-[(3-{2-[(1-ethylpiperidin-4-yl)amino]-8-fluoroquinazolin-6-yl}-2,4-difluorophenyl)sulfamoyl]-2,3-dihydro-1-benzofuran-3-yl acetate C(C)(=O)O[C@@H]1COC2=C1C=C(C=C2S(NC2=C(C(=C(C=C2)F)C=2C=C1C=NC(=NC1=C(C2)F)NC2CCN(CC2)CC)F)(=O)=O)Cl